ethyl α-hydroxyisobutanoate OC(C(=O)OCC)(C)C